ClC=1C=C2C(=NC(=NC2=C(C1C1=CC(=CC2=CC=CC=C12)O)F)N1CC(C1)N(C)C)N1CCN(C2CC12)C(=O)[O-] 5-((S or R)-6-chloro-2-(3-(dimethylamino)azetidin-1-yl)-8-fluoro-7-(3-hydroxynaphthalen-1-yl)quinazolin-4-yl)-2,5-diazabicyclo[4.1.0]heptan-2-carboxylate